CNC(C)C(CC(CCCCCCCCCCCCC)O)O 2-(methylamino)octadecane-3,5-diol